4-methyl-L-lysine phosphate P(=O)(O)(O)O.CC(C[C@H](N)C(=O)O)CCN